CC1(OB(OC1(C)C)C=1CCN(CC1)C(=O)OC(C)(C)C)C tert-butyl 4-(4,4,5,5-tetramethyl-1,3,2-dioxaborol-2-yl)-3,6-dihydropyridine-1(2H)-carboxylate